O1C=NC2=C1C=CC=C2N2N=CC(=C2C(F)(F)F)C(=O)NC=2C=NC(=C(C2)C#N)N2N=CC=N2 1-(Benzo[d]oxazol-4-yl)-N-(5-cyano-6-(2H-1,2,3-triazol-2-yl)pyridin-3-yl)-5-(trifluoromethyl)-1H-pyrazol-4-carboxamid